2-(3-cyano-4-(cyclopropylmethoxy)phenyl)-4-methylthiazole-5-carboxylic acid C(#N)C=1C=C(C=CC1OCC1CC1)C=1SC(=C(N1)C)C(=O)O